C(C)(C)(C)OC(=O)N1CC2(C1)CC(C2)/C=N/[S@](=O)C(C)(C)C 6-[(E)-{[(R)-2-methylpropan-2-sulfinyl]imino}methyl]-2-azaspiro[3.3]heptane-2-carboxylic acid tert-butyl ester